Tribromo-1,2,3-tri(2-methoxyethoxy)benzene BrC1=C(C(=C(C(=C1OCCOC)OCCOC)OCCOC)Br)Br